(S)-1-(benzyloxycarbonyl)pyrrolidine-2-carboxylic acid C(C1=CC=CC=C1)OC(=O)N1[C@@H](CCC1)C(=O)O